CN(C(=O)C1=CC=2C(=NC=CC2C=2C=NC=C(C2)C2=CC=C(C=C2)N2C(CCC2)=O)N1)C1=CC=CC=C1 N-methyl-4-(5-(4-(2-oxopyrrolidin-1-yl)phenyl)pyridin-3-yl)-N-phenyl-1H-pyrrolo[2,3-b]pyridine-2-carboxamide